BrC=1C=C(C2=C(N(C=N2)COCC[Si](C)(C)C)C1)COC 2-[[6-bromo-4-(methoxymethyl)benzimidazol-1-yl]methoxy]ethyl-trimethyl-silane